COCCOC1=CC=C(C=C1)C[C@@H](C(=O)NO)N1N=NC(=C1)CNS(=O)(=O)C=1SC(=CC1)C1=NC=CC=C1 (2S)-3-[4-(2-methoxyethoxy)phenyl]-2-[4-[[[5-(2-pyridyl)-2-thienyl]sulfonylamino]methyl]triazol-1-yl]propanehydroxamic acid